ClC1=C2CCN([C@@H](C2=C(C=C1)OCC1=NOC(=N1)C)CN1C(CCC1)=O)C(=O)[C@H]1[C@](CCCC1)(C(=O)O)C (1S,2R)-2-((S)-5-chloro-8-((5-methyl-1,2,4-oxadiazol-3-yl)methoxy)-1-((2-oxopyrrolidin-1-yl)methyl)-1,2,3,4-tetrahydroisoquinoline-2-carbonyl)-1-methylcyclohexane-1-carboxylic acid